6-(6-((Z)-((1R,2S,5S)-2-fluoro-1,5-dimethyl-8-azabicyclo[3.2.1]octan-3-ylidene)methyl)pyridazin-3-yl)isoquinolin-7-ol F[C@@H]\1[C@]2(CC[C@@](C/C1=C/C1=CC=C(N=N1)C=1C=C3C=CN=CC3=CC1O)(N2)C)C